C(CC)(=O)NCCNC(OC(C)(C)C)=O tert-butyl (2-propionamidoethyl)carbamate